5-chloro-2-(1-(2,2,2-trifluoroethyl)piperidin-4-yl)pyridin-4-amine ClC=1C(=CC(=NC1)C1CCN(CC1)CC(F)(F)F)N